2-(2-chloro-1,3-thiazol-4-yl)-N'-methylacetylhydrazine ClC=1SC=C(N1)N(N)C(CC)=O